(5R)-9,9-dimethyl-8-oxo-2-(3,3,3-trifluoro-2,2-dimethylpropanoyl)-2-azaspiro[4.5]dec-6-ene-7-carbonitrile CC1(C(C(=C[C@]2(CCN(C2)C(C(C(F)(F)F)(C)C)=O)C1)C#N)=O)C